CC=1C(N(C(C1)=O)C1=CC=CC=C1)=O 3-methyl-1-phenyl-1H-pyrrole-2,5-dione